Tert-butyl (2-(2-(2-hydroxyethoxy)ethoxy)ethyl)carbamate OCCOCCOCCNC(OC(C)(C)C)=O